1-methyl-N-((6-(thiazol-4-ylmethoxy)-5-(trifluoromethoxy)-1H-indol-2-yl)methyl)cyclopropane-1-carboxamide CC1(CC1)C(=O)NCC=1NC2=CC(=C(C=C2C1)OC(F)(F)F)OCC=1N=CSC1